N-[5-chloro-6-(2,5-dihydrofuran-3-yl)pyridin-3-yl]-1-(1-oxo-1,2-dihydroisoquinolin-5-yl)-5-(trifluoromethyl)-1H-pyrazole-4-carboxamide ClC=1C=C(C=NC1C=1COCC1)NC(=O)C=1C=NN(C1C(F)(F)F)C1=C2C=CNC(C2=CC=C1)=O